N-[m-aminomethylphenylmethyl]-γ-aminopropyl-trimethoxysilane NCC=1C=C(C=CC1)CNCCC[Si](OC)(OC)OC